BrC=1C=C(C(=O)OC)C=CC1 Methyl m-bromobenzoate